(S)-N-(3-(3,3-dimethyl-1-(4-methyl-4H-1,2,4-triazol-3-yl)cyclobutyl)phenyl)-5-((3-methylpiperidin-1-yl)methyl)-2-oxo-1-(2,2,2-trifluoroethyl)-1,2-dihydropyridine-3-carboxamide CC1(CC(C1)(C1=NN=CN1C)C=1C=C(C=CC1)NC(=O)C=1C(N(C=C(C1)CN1C[C@H](CCC1)C)CC(F)(F)F)=O)C